1-(3-(2-(2-(dimethylamino)ethoxy)-1,1-difluoroethyl)-2-fluorophenyl)ethan-1-one CN(CCOCC(F)(F)C=1C(=C(C=CC1)C(C)=O)F)C